5-bromo-1-(4-fluoro-3-(methoxymethoxy)phenyl)-1H-indazole BrC=1C=C2C=NN(C2=CC1)C1=CC(=C(C=C1)F)OCOC